5-isobutyl-4-methyl-3-(2-methyl-4-((2-methyl-1H-imidazol-1-yl)methyl)phenyl)thiophene C(C(C)C)C1=C(C(=CS1)C1=C(C=C(C=C1)CN1C(=NC=C1)C)C)C